Iso-Octyl Thioglycolate C(CS)(=O)OCCCCCC(C)C